ClC1=C(C(=CC(=C1Cl)Cl)Cl)COCC1=C(C(=C(C=C1Cl)Cl)Cl)Cl 2,3,4,6-Tetrachlorophenylmethyl Ether